ClC1=C(C=CC(=C1)Cl)CC(O)C(=O)C1=CC=CC=C1 (3-(2,4-dichlorophenyl)oxaprop-2-yl)(phenyl)methanone